6-amino-2-oxo-4-(4-(6-oxo-3-phenylpyridazin-1(6H)-yl)phenyl)-1-(3-(trifluoromethyl)phenyl)-1,2-dihydropyridine-3,5-dicarbonitrile NC1=C(C(=C(C(N1C1=CC(=CC=C1)C(F)(F)F)=O)C#N)C1=CC=C(C=C1)N1N=C(C=CC1=O)C1=CC=CC=C1)C#N